S(=O)(=O)([O-])C(C(=O)[NH-])CC(=O)[NH-].[Na+].[Na+].[Na+] sodium sulfosuccinamide salt